2-(o-chlorophenyl)-2-ethylbenzophenone ClC1=C(C=CC=C1)C1(C(C(=O)C2=CC=CC=C2)C=CC=C1)CC